C(C)C=1C=C(C=NC1)C=1C=NC(=CC1)N[C@H](C)C1=C(C=CC=C1)F (R)-5'-ethyl-N-(1-(2-fluorophenyl)ethyl)-[3,3'-bipyridin]-6-amine